C(C1=CC=CC=C1)OC=1C(=CC2=C(NC([C@H]3N(C2=O)C[C@@H](C3)O)=O)C1)OC (2R,11aS)-8-(benzyloxy)-2-hydroxy-7-methoxy-1,2,3,11a-tetrahydro-5H-benzo[e]pyrrolo[1,2-a][1,4]diazepine-5,11(10H)-dione